C(C)(=O)C1=C(C(=NC=C1)C(C)C)N1C(N=C(C2=C1N=C(C(=C2)F)C2=C(C=CC=C2O)F)N2[C@H](CN(CC2)C(C=C)=O)C)=O 1-(4-acetyl-2-isopropylpyridin-3-yl)-4-((S)-4-Acryloyl-2-methylpiperazin-1-yl)-6-fluoro-7-(2-fluoro-6-hydroxyphenyl)pyrido[2,3-d]pyrimidine-2(1H)-one